COC(=O)C=1SC(=CN1)C=1C=NN2C1C=CC(=C2)Cl.C[Si](C)(C)C#CC2=CC=C(C=C2)S(=O)(=O)N 4-((Trimethylsilyl)ethynyl)benzenesulfonamide methyl-5-(6-chloropyrazolo[1,5-a]pyridin-3-yl)thiazole-2-carboxylate